C(C)(=O)OCC(=O)NC1=CC=C(C=C1)C=1N(C(C(=CN1)NCC1=CC2=C(OC3=C2C=CC=C3)C=C1)=O)CC(=O)OC(C)(C)C Tert-butyl 2-(2-(4-(2-acetoxyacetamido)phenyl)-5-((dibenzo[b,d]furan-2-ylmethyl)amino)-6-oxopyrimidin-1(6H)-yl)acetate